ClC1=C(C=CC=C1)CC(=O)NC1=CC(=C(C=C1)COC1=CC(=CC=C1)C#N)S(N)(=O)=O 2-(2-chlorophenyl)-N-(4-((3-cyanophenoxy)methyl)-3-sulfamoylphenyl)acetamide